(R)-N-t-butyloxycarbonyl-3-aminopiperidine C(C)(C)(C)OC(=O)N1C[C@@H](CCC1)N